7-fluoro-5-(1-methylpiperidin-4-yl)-5H-pyrrolo[2,3-b]pyrazin-3-amine FC1=CN(C2=NC(=CN=C21)N)C2CCN(CC2)C